C1(CC1)N1CCN(CC1)CCOCC1=CC=C(C=N1)C1=CC=2C3=C(N=NC2C=C1F)N(C(N3C(C)C)=O)C 8-(6-((2-(4-cyclopropylpiperazin-1-yl)ethoxy)methyl)pyridin-3-yl)-7-fluoro-1-isopropyl-3-methyl-1,3-dihydro-2H-imidazo[4,5-c]cinnolin-2-one